BrCCC1(COOC1)CCBr 4,4-bis(2-bromoethyl)-1,2-dioxolane